benzyl (S)-6-(4-(methoxycarbonyl) phenyl)-4-(pyrimidin-2-yl)-3,6-dihydropyridine-1(2H)-carboxylate COC(=O)C1=CC=C(C=C1)[C@@H]1C=C(CCN1C(=O)OCC1=CC=CC=C1)C1=NC=CC=N1